BrC=1C(=CC=2C3=C(C(=NC2C1F)N1CC(C1)N(C)C)N=CN3[C@@H]3C[C@H](N(CC3)C(=O)OC(C)(C)C)C(=O)O)Cl (2S,4S)-4-(7-bromo-8-chloro-4-(3-(dimethylamino)azetidin-1-yl)-6-fluoro-1H-imidazo[4,5-c]quinolin-1-yl)-1-(tert-butoxycarbonyl)-piperidine-2-carboxylic acid